[N-](S(=O)(=O)C(F)(F)F)S(=O)(=O)C(F)(F)F.C(C)[NH+]1CCCCC1 N-ethyl-piperidinium bis(trifluoromethanesulfonyl)imide